2-(2-methyl-5-((2-((2-(4-(trifluoromethoxy)phenyl)-1H-benzo[d]imidazol-1-yl)methyl)benzyl)oxy)phenyl)acetic acid CC1=C(C=C(C=C1)OCC1=C(C=CC=C1)CN1C(=NC2=C1C=CC=C2)C2=CC=C(C=C2)OC(F)(F)F)CC(=O)O